5-(2-chloropyridin-4-yl)-3-methyl-1,2,4-oxadiazole ClC1=NC=CC(=C1)C1=NC(=NO1)C